1,6-bismaleimidohexane tert-butyl-3-[tert-butyl(dimethyl)silyl]oxy-5-(4,4,5,5-tetramethyl-1,3,2-dioxaborolan-2-yl)-2,3,4,7-tetrahydroazepine-1-carboxylate C(C)(C)(C)OC(=O)N1CC(CC(=CC1)B1OC(C(O1)(C)C)(C)C)O[Si](C)(C)C(C)(C)C.C1(C=CC(N1CCCCCCN1C(C=CC1=O)=O)=O)=O